(3,4-Dihydro-2H-thieno[2,3-b]pyran-4-yl)methanamine hydrochloride Cl.O1C2=C(C(CC1)CN)C=CS2